N-(tert-Butoxycarbonyl)-O-propyl-L-serine C(C)(C)(C)OC(=O)N[C@@H](COCCC)C(=O)O